CC(C(=O)OOCCCCCC)(CCC(C)(CC)C)CC 2,5-dimethyl-2,5-diethyl-hexanoyl-peroxyhexane